tertiary-butyl sulfide C(C)(C)(C)SC(C)(C)C